C(C1=CC=CC=C1)=NC1=CC=C(C=C1)Cl N-(benzylidene)-4-chloroaniline